[O-2].[Al+3].[Co+2] cobalt compound with aluminum oxide